tert-butyl 3-(4-(2-fluoro-6-(trifluoromethyl)phenyl)piperidine-1-carbonyl)-1,4,5,7-tetrahydro-6H-pyrazolo[3,4-c]pyridine-6-carboxylate FC1=C(C(=CC=C1)C(F)(F)F)C1CCN(CC1)C(=O)C1=NNC=2CN(CCC21)C(=O)OC(C)(C)C